Methyl 2-(3-((tert-butyldimethylsilyl)oxy)-1,1-diphenylpropan-2-yl)-5-hydroxy-6-oxo-1,6-dihydropyrimidine-4-carboxylate [Si](C)(C)(C(C)(C)C)OCC(C(C1=CC=CC=C1)C1=CC=CC=C1)C=1NC(C(=C(N1)C(=O)OC)O)=O